FC(C1=CC=C(C=C1)C1=NC(=C2N1C=CC=C2)/C=C/C(=O)OCC)(F)F ethyl (E)-3-(3-(4-(trifluoromethyl)phenyl)imidazo[1,5-a]pyridin-1-yl)acrylate